FC1=CC(=C(C=C1)C=1C2=C(C(=NC1C1=NN3C(CN(C[C@H]3C)C(=O)OC(C)(C)C)=C1)O)C=CS2)OC(C)C tert-butyl (7R)-2-[7-(4-fluoro-2-isopropoxy-phenyl)-4-hydroxy-thieno[3,2-c]pyridin-6-yl]-7-methyl-6,7-dihydro-4H-pyrazolo[1,5-a]pyrazine-5-carboxylate